ClC1=C(CNC(C(OCC)OCC)=N)C=CC(=C1F)I N-(2-chloro-3-fluoro-4-iodobenzyl)-2,2-diethoxyacetamidine